C(C)(C)(C)OC(=O)N1CC(CCC1)C=1C=C2C(=NC=NC2=CC1)NC1=CC(=C(C=C1)OC(F)F)Cl.COCCN1CCN(CC1)C(C)=O 1-(4-(2-methoxyethyl)piperazin-1-yl)ethan-1-one tert-Butyl-3-(4-((3-chloro-4-(difluoromethoxy)phenyl)amino)quinazolin-6-yl)piperidine-1-carboxylate